NC1=NC=CC(=C1Cl)OC1=C(C=C(C=C1)C1=NN(C(=C1C(=O)N)C(F)(F)F)C=1SC=C(N1)C1=CC=CC=C1)F (4-((2-amino-3-chloropyridin-4-yl)oxy)-3-fluorophenyl)-1-(4-phenylthiazol-2-yl)-5-(trifluoromethyl)-1H-pyrazole-4-carboxamide